C(C#C)OC1=CC=CC(=N1)S(=O)(=O)NC(=O)C=1C(=NC=CC1)N1C(CC(C1)C)(C)C N-[(6-Prop-2-ynoxy-2-pyridyl)sulfonyl]-2-(2,2,4-trimethylpyrrolidin-1-yl)pyridin-3-carboxamid